ClC1=NC=NC(=C1)CCO 4-chloro-6-hydroxyethylpyrimidine